BrC=1C=CC2=C(C(=NO2)CBr)C1 5-bromo-3-(bromomethyl)benzo[d]isoxazole